1,5-dimethyl-2,4-bis-(isocyanatomethyl)-benzene CC1=C(C=C(C(=C1)C)CN=C=O)CN=C=O